(5-{2-[methoxy(methyl)amino]ethoxy}pyridin-2-yl)methanol CON(CCOC=1C=CC(=NC1)CO)C